C(C)(C)C1OC2=C(N(C1=O)CC(=O)N)C=C(C=C2C=2C1=C(C(N(C2)C)=O)NC=C1)OC 2-[2-isopropyl-6-methoxy-8-(6-methyl-7-oxo-6,7-dihydro-1H-pyrrolo[2,3-c]pyridin-4-yl)-3-oxo-2,3-dihydro-4H-1,4-benzoxazin-4-yl]acetamide